methyl 5-((5-methyl-4-((4-methylcyclohexyl)amino)pyrimidin-2-yl)amino)-2-(4,4,5,5-tetramethyl-1,3,2-dioxaborolan-2-yl)benzoate CC=1C(=NC(=NC1)NC=1C=CC(=C(C(=O)OC)C1)B1OC(C(O1)(C)C)(C)C)NC1CCC(CC1)C